CNCCN(C)C trimethyl-1,2-ethylenediamine